N-hydroxyl-(3-phenylpropyl)amide O[N-]CCCC1=CC=CC=C1